BrC=1C=C2C(NC(=NC2=CC1OC)CNC=O)=O N-[(6-bromo-7-methoxy-4-oxo-3,4-dihydroquinazolin-2-yl)methyl]formamide